(3-amino-1-(2-fluoro-5-nitrophenyl)-3-oxopropyl)carbamic acid tert-butyl ester C(C)(C)(C)OC(NC(CC(=O)N)C1=C(C=CC(=C1)[N+](=O)[O-])F)=O